C(C)(=O)O[C@@H]1CC[C@H](CC1)O (trans)-4-hydroxycyclohexyl acetate